37-methyloctatriacontyl palmitoleate C(CCCCCCC\C=C/CCCCCC)(=O)OCCCCCCCCCCCCCCCCCCCCCCCCCCCCCCCCCCCCC(C)C